2,5-DIFLUORO-PHENYLISOCYANIDE FC1=C(C=C(C=C1)F)[N+]#[C-]